methyl 6-(4-chlorophenyl)-2-(3,5-dichlorophenyl)-3-oxo-2,3-dihydropyridazine-4-carboxylate ClC1=CC=C(C=C1)C=1C=C(C(N(N1)C1=CC(=CC(=C1)Cl)Cl)=O)C(=O)OC